C[C@@H]1NC(NN=C1C1=CC(=C(C=C1)N1N=C(C=C1)C(F)F)C(F)(F)F)=O (5S)-5-methyl-6-{3-(trifluoromethyl)-4-[3-(difluoromethyl)-1H-pyrazol-1-yl]phenyl}-4,5-dihydro-1,2,4-triazin-3(2H)-one